C(#N)C1=CC(=C(C(=C1)C(C)C)CC(=O)NS(=O)(=N)C1=C(C=C(C=C1)CN(C)C)F)C1CC1 2-(4-cyano-2-cyclopropyl-6-isopropylphenyl)-N-(4-((dimethylamino)methyl)-2-fluorophenylsulfonimidoyl)acetamide